1-(bicyclo[1.1.1]pentan-1-yl)-4-((6-(pyridin-3-yl)pyridazin-3-yl)methyl)-1,4-dihydropyrazine-2,3-dione C12(CC(C1)C2)N2C(C(N(C=C2)CC=2N=NC(=CC2)C=2C=NC=CC2)=O)=O